(1R,2S)-2-(3-{[5-ethoxy-2-(methylsulfanyl)pyrimidin-4-yl]amino}-1H-indazol-6-yl)-5'-methoxyspiro[cyclopropan-1,3'-indol]-2'(1'H)-one C(C)OC=1C(=NC(=NC1)SC)NC1=NNC2=CC(=CC=C12)[C@@H]1C[C@@]12C(NC1=CC=C(C=C21)OC)=O